C(C)(=O)N[C@@H]1[C@H]([C@H]([C@@]2(CO[C@H]1O2)COCCCCC(=O)NCCCNC(OCC2=CC=CC=C2)=O)O)O benzyl {3-[(5-{[(1S,2R,3R,4R,5S)-4-(acetylamino)-2,3-dihydroxy-6,8-dioxabicyclo[3.2.1]oct-1-yl]methoxy}pentanoyl)amino]propyl}carbamate